N1=CC=C(C=C1)NC(C1=CC(=CC=C1)N1C=NN=C1)=O N-(pyridin-4-yl)-3-(4H-1,2,4-triazol-4-yl)benzamide